N[C@@H](CC1=CC=CC=C1)C(=O)OCCCCCCCCCCCCCC Tetradecyl L-phenylalaninate